1,3,5-trichloro-1,3,5-triazepan-2,4,6-trione ClN1C(N(C(N(C(C1)=O)Cl)=O)Cl)=O